C(C)NCCCCCNCC N,N'-diethyl-1,5-diaminopentane